ClC=1C=CC(=NC1)CN1C(=NC2=C1C=C(C=C2)F)N2C[C@H](C(CC2)(F)F)N (3R)-1-(1-((5-chloropyridin-2-yl)methyl)-6-fluoro-1H-benzoimidazol-2-yl)-4,4-difluoropiperidin-3-amine